FC1=CC=C(C(=O)NC2(CCC2)C2=NC=3CCCN(C3C=C2)C2=NC(=NC=C2)C)C=C1 4-fluoro-N-(1-(5-(2-methylpyrimidin-4-yl)-5,6,7,8-tetrahydro-1,5-naphthyridin-2-yl)cyclobutyl)benzamide